5-chloro-4-(4-chloro-3-fluorophenyl)thiazol-2-amine ClC1=C(N=C(S1)N)C1=CC(=C(C=C1)Cl)F